3-hydroxyprop-1-yn-1-yl-5',6-dimethyl-2H-[1,4'-bipyridin]-2-one OCC#CC=1C(N(C(=CC1)C)C1=CC=NC=C1C)=O